[SiH3]P.[Li] lithium silylphosphine